C(C)(C)(C)OC(=O)N(C(OC(C)(C)C)=O)CC[C@@H]1CN(C(O1)=O)C1=NC2=C(OCC(N2COCC[Si](C)(C)C)=O)N=C1 |r| Racemic-tert-butyl N-tert-butoxycarbonyl-N-[2-[2-oxo-3-[3-oxo-4-(2-trimethylsilylethoxymethyl)pyrazino[2,3-b][1,4]oxazin-6-yl]oxazolidin-5-yl]ethyl]carbamate